8-chloro-2-[1-[(3-fluoro-4-piperidyl)methyl]pyrazol-4-yl]-7-[(2-methyl-3H-benzimidazol-5-yl)oxy]quinoxaline ClC=1C(=CC=C2N=CC(=NC12)C=1C=NN(C1)CC1C(CNCC1)F)OC1=CC2=C(N=C(N2)C)C=C1